C(C)(C)(C)N(C(O)=O)CC1=CC(=CC2=CC=CC=C12)Br.CN(C1=NC=CC(=N1)N(C)C)C 2,4-bis(dimethylamino)pyrimidine tert-butyl-(3-bromonaphthalen-1-yl)methylcarbamate